1-(4-(1-(2,6-dichlorophenyl)azetidin-3-yl)-2-fluoro-6-methylbenzyl)-piperidine-4-carboxylic acid ClC1=C(C(=CC=C1)Cl)N1CC(C1)C1=CC(=C(CN2CCC(CC2)C(=O)O)C(=C1)C)F